COC(N(C1=NC=CC=C1)C1=NC(=NC(=N1)NCC(C)(C)O)NC1=CC(=NC=C1)C(F)(F)F)=O (4-(2-hydroxy-2-methyl-propylamino)-6-(2-(trifluoromethyl)pyridin-4-ylamino)-1,3,5-triazin-2-yl)pyridin-2-yl-carbamic acid methyl ester